C(C)(C)(C)C=1C=C(C(=C(C(=O)O)C)C)C=CC1 3-tert-butyldimethyl-cinnamic acid